N-(2-(1-acetyl-5-methoxy-1H-indol-3-yl)ethyl)picolinamide C(C)(=O)N1C=C(C2=CC(=CC=C12)OC)CCNC(C1=NC=CC=C1)=O